3,5-diisocyanatotoluene N(=C=O)C=1C=C(C)C=C(C1)N=C=O